6-chloro-3-(1H-pyrazol-4-yl)-2-(5-(trifluoromethyl)-1H-1,2,4-triazol-3-yl)-1H-indole-7-carbonitrile ClC1=CC=C2C(=C(NC2=C1C#N)C1=NNC(=N1)C(F)(F)F)C=1C=NNC1